The molecule is a long-chain fatty aldehyde and a 2,3-saturated fatty aldehyde. It has a role as a human metabolite, a Saccharomyces cerevisiae metabolite and a mouse metabolite. CCCCCCCCCCCCCCCC=O